C1(CC1)S(=O)(=O)NC1=CC(=NC=C1)CNC(C1=CC=C(C=C1)C1=CC=C2C(=N1)NC=C2CC)=O N-[(4-cyclopropanesulfonamidopyridin-2-yl)methyl]-4-[3-ethyl-1H-pyrrolo[2,3-b]pyridin-6-yl]benzamide